6-[4-[5-methyl-3-(4-pyridyl)-1H-pyrazol-4-yl]phenyl]indolin-2-one CC1=C(C(=NN1)C1=CC=NC=C1)C1=CC=C(C=C1)C1=CC=C2CC(NC2=C1)=O